COCC1CN(C1)CC1=CC(=NC=C1C(F)(F)F)C=1C=C2CN(C(C2=CC1)=O)C1CNCCC1 3-(5-(4-((3-(methoxymethyl)azetidin-1-yl)methyl)-5-(trifluoromethyl)pyridin-2-yl)-1-oxoisoindolin-2-yl)piperidine